N-(2-((R)-3-((Tert-butoxycarbonyl)amino)piperidin-1-yl)thiazol-4-carbonyl)-O-(tert-butyldimethylsilyl)-L-serine C(C)(C)(C)OC(=O)N[C@H]1CN(CCC1)C=1SC=C(N1)C(=O)N[C@@H](CO[Si](C)(C)C(C)(C)C)C(=O)O